1-(3-cyanophenyl)-N-(5-((cyclopropylmethylamino)(2-methoxynaphthalen-1-yl)methyl)-2-fluorophenyl)-3-(trifluoromethyl)-1H-pyrazole-5-carboxamide C(#N)C=1C=C(C=CC1)N1N=C(C=C1C(=O)NC1=C(C=CC(=C1)C(C1=C(C=CC2=CC=CC=C12)OC)NCC1CC1)F)C(F)(F)F